CC1=C(C=C(C=C1)[N+](=O)[O-])S(=O)(=O)NCC1=CN(C(C=C1)=O)C 2-methyl-N-[(1-methyl-6-oxo-3-pyridyl)methyl]-5-nitro-benzenesulfonamide